3-cyclopropyl-5-[4-(trifluoromethyl)phenyl]-8-fluoro-N-[6-(4-isopropyl-4H-1,2,4-triazol-3-yl)pyridin-2-yl]-5,6-dihydro-4H-benzo[f]imidazo[1,5-a][1,4]diazepine-9-carboxamide C1(CC1)C=1N=CN2C1CN(CC1=C2C=C(C(=C1)F)C(=O)NC1=NC(=CC=C1)C1=NN=CN1C(C)C)C1=CC=C(C=C1)C(F)(F)F